C(C)(=O)NC1=C(C=CC=C1)N(S(=O)(=O)C)C=1SC=C(N1)C(=O)O (2-acetylaminophenyl-methylsulfonylamino)thiazole-4-carboxylic acid